C(C)OC(=O)C1CC=C(CC1)C=1CCN(CC1)C(=O)OC(C)(C)C tert-butyl 4-(4-(ethoxycarbonyl)cyclohex-1-en-1-yl)-3,6-dihydropyridine-1(2H)-carboxylate